CC1=C(C=CC(=C1)C)N1C(C=CC1=O)=O N-(2,4-dimethylphenyl)maleimide